5-[(3'R)-6,7-dihydrospiro[pyrazolo[5,1-c][1,4]oxazine-4,3'-pyrrolidin]-2-yl]-3-(trifluoromethyl)pyridin-2-amine N1C[C@@]2(CC1)OCCN1C2=CC(=N1)C=1C=C(C(=NC1)N)C(F)(F)F